4-(2-((1-(Trans-2,6-dimethylpiperidin-4-yl)-1H-pyrazol-4-yl)amino)-5-methylpyrimidin-4-yl)benzoic Acid CC1NC(CC(C1)N1N=CC(=C1)NC1=NC=C(C(=N1)C1=CC=C(C(=O)O)C=C1)C)C